C1(CCC1)OC(C(CC1=CC=CC=C1)Cl)=O 2-chloro-3-phenylpropionic acid cyclobutyl ester